C(C)(CC)O secbutyl alcohol